2-methoxypyrido[3,2-d]pyrimidin-8-ylboronic acid COC=1N=CC2=C(N1)C(=CC=N2)B(O)O